FC(C(=O)O)(F)F.C(C)(C)OC1=CC=2N(C=C1C(=O)NC=1C(N(C=CC1)[C@H]1[C@H](C1)C)=O)C=C(N2)[C@]21CO[C@](CC2)(C1)C 7-isopropoxy-2-((1R,4S)-1-methyl-2-oxabicyclo[2.2.1]hept-4-yl)-N-(1-((1R,2S)-2-methylcyclopropyl)-2-oxo-1,2-dihydropyridin-3-yl)imidazo[1,2-a]pyridine-6-carboxamide trifluoroacetate